N[C@@H](C(=O)O)C=1OC=CC1 (R)-AMINO-FURAN-2-YL-ACETIC ACID